3-(2-methylcyclohexyloxy)-1,2-propanediol CC1C(CCCC1)OCC(CO)O